C1(=CC=CC=C1)C(C(=O)N)=CC=C Phenyl-2,4-pentadienamide